ClC1=CC=C2C(=NC=3N(C2=C1)C=NN3)N(C=3C=C(C=CC3)C#CC3(CC(C3)(F)F)O)C ((3-((8-chloro-[1,2,4]triazolo[4,3-a]quinazolin-5-yl)(methyl)amino)phenyl)ethynyl)-3,3-difluorocyclobutan-1-ol